C(C)N1C(NC2=CC(=CC=C2C1=O)CC1(CCN(CC1)C=1C=CC(=NC1)C(=O)NC)F)=O 5-(4-((3-ethyl-2,4-dioxo-1,2,3,4-tetrahydroquinazolin-7-yl)methyl)-4-fluoropiperidin-1-yl)-N-methylpicolinamide